(M)-6-Chloro-7-(2-fluorophenyl)-1-(2-methyl-6-(2-propanyl)phenyl)-4-((2S)-2-methyl-4-(2-propenoyl)-1-piperazinyl)pyrido[2,3-d]pyrimidin-2(1H)-one ClC1=CC2=C(N(C(N=C2N2[C@H](CN(CC2)C(C=C)=O)C)=O)C2=C(C=CC=C2C(C)C)C)N=C1C1=C(C=CC=C1)F